tert-butyl 4-[7-({8-fluoro-2-methylimidazo[1,2-a]pyridin-6-yl} carbamoyl)-1-(prop-1-en-2-yl)indazol-4-yl]piperazine-1-carboxylate FC=1C=2N(C=C(C1)NC(=O)C=1C=CC(=C3C=NN(C13)C(=C)C)N1CCN(CC1)C(=O)OC(C)(C)C)C=C(N2)C